3-[[6-[3-(Difluoromethoxy)-4-fluoro-phenyl]pyrazolo[4,3-b]pyridin-1-yl]methyl]benzonitrile FC(OC=1C=C(C=CC1F)C=1C=C2C(=NC1)C=NN2CC=2C=C(C#N)C=CC2)F